C(C=C)NC1=C(C(=O)O)C=CC=C1 N-allyl-aminobenzoic acid